C(C)(C)(C)OC(=O)N[C@H](COC=1C(=CC(=C(C(=O)OC)C1)Cl)F)C (S)-methyl 5-[2-(tert-butoxycarbonylamino) propoxy]-2-chloro-4-fluorobenzoate